C1(CC1)OC1=CC(=C(C=C1)N1N=NC(=C1)COC1=C2CN(C(C2=CC=C1)=O)C1C(NC(CC1)=O)=O)F 3-(4-((1-(4-Cyclopropoxy-2-fluorophenyl)-1H-1,2,3-triazol-4-yl)methoxy)-1-oxoisoindol-2-yl)piperidine-2,6-dione